Br[Zn] bromozinc